dodecafluoro-n-pentane FC(C(C(C(C(F)(F)F)(F)F)(F)F)(F)F)(F)F